N-(5-(difluoromethoxy)-1H-pyrazol-3-yl)-6-(((1R,3s,5S)-9-methyl-9-azabicyclo[3.3.1]nonan-3-yl)oxy)pyrazin-2-amine FC(OC1=CC(=NN1)NC1=NC(=CN=C1)OC1C[C@H]2CCC[C@@H](C1)N2C)F